ClC1=CC=C(S1)C1=C(C=C2C(=NC(N3C2=C1SC[C@@H]3COC)=O)N3C[C@@H](N[C@@H](C3)C)C)C(F)(F)F (S)-10-(5-chlorothiophen-2-yl)-7-((3S,5R)-3,5-dimethylpiperazin-1-yl)-3-(methoxymethyl)-9-(trifluoromethyl)-2H-[1,4]thiazino[2,3,4-ij]quinazolin-5(3H)-one